ClC=1C=CC(=C(C1)C#CC1=CN=C(C2=CC=CC=C12)C(=O)O)NS(=O)(=O)C=1C=CC(=C2C=CC=NC12)OC 4-{2-[5-chloro-2-(5-methoxyquinoline-8-sulfonamido)phenyl]ethynyl}isoquinoline-1-carboxylic acid